COC=1C(=CC(=C(C1)N1CCC(CC1)N1CCN(CC1)CC1CCN(CC1)C(=O)[O-])C=1C=NN(C1)C)[N+](=O)[O-] 4-((4-(1-(5-methoxy-2-(1-methyl-1H-pyrazol-4-yl)-4-nitrophenyl)piperidine-4-yl)piperazin-1-yl)methyl)piperidine-1-carboxylate